C1=CC=C(C=2SC3=C(C21)C=CC=C3)C=3C=C(C=CC3)C=3C=C(C=CC3)C=3C=C(C=CC3)C3=NC2=C1C(=C4C(=C2N=C3)C=CC=C4)C=CC=C1 2-[3''-(dibenzothiophen-4-yl)-3,1':3',1''-terphenyl-1-yl]dibenzo[f,h]quinoxaline